10-hydroxy-4,6-decadienoic acid OCCCC=CC=CCCC(=O)O